CC1=C2C(=NC=3N=C(N=C(C31)N)NC3CCN(CC3)C)CCC2 5-methyl-N2-(1-methylpiperidin-4-yl)-7,8-dihydro-6H-cyclopenta[5,6]pyrido[2,3-d]pyrimidine-2,4-diamine